FC1=CC2=C(NC(=N2)C2=CC(=NN2C)NC(=O)C=2C=NC(=CC2)N2CCC(CC2)OC)C=C1 N-[5-(5-fluoro-1H-benzimidazol-2-yl)-1-methyl-pyrazol-3-yl]-6-(4-methoxy-1-piperidyl)pyridine-3-carboxamide